1-spiro[4.5]dec-7-en-7-yl-4-pentenen-1-one C1CCCC12CC(=CCC2)C(C=CC=C)=O